C(C1=CC=CC=C1)(=O)OC[C@@]1(CN(C[C@@H](O1)N1C(NC(C=C1)=O)=O)C(C)C)CO[Si](C(C)C)(C(C)C)C(C)C [(2S,6R)-6-(2,4-dioxopyrimidin-1-yl)-4-isopropyl-2-(triisopropylsilyloxymethyl)-morpholin-2-yl]methyl benzoate